7-(5-chloropyrimidin-2-yl)oxy-1-(4,4,4-trifluorobutyl)benzotriazole ClC=1C=NC(=NC1)OC1=CC=CC2=C1N(N=N2)CCCC(F)(F)F